(S)-2-acetamido-N-(3-(1-((2-ethyl-2H-pyrazolo[3,4-b]pyrazin-6-yl)amino)ethyl)phenyl)thiazole-5-carboxamide C(C)(=O)NC=1SC(=CN1)C(=O)NC1=CC(=CC=C1)[C@H](C)NC=1C=NC=2C(N1)=NN(C2)CC